(e)-5-methylhept-2-en-4-one CC(C(/C=C/C)=O)CC